C(C)OC(=O)C1(CCN(CCC1=O)C(=O)OCC1=CC=CC=C1)C 4-methyl-5-oxo-azepane-1,4-dicarboxylic acid 1-benzyl 4-ethyl ester